(S)-3-((S)-sec-butyl)-4-(3-hydroxyazetidine-1-carbonyl)-1,3,4,5-tetrahydro-2H-benzo[e][1,4]diazepin-2-one [C@H](C)(CC)[C@@H]1N(CC2=C(NC1=O)C=CC=C2)C(=O)N2CC(C2)O